C(#N)C1=CC(=C(COC2=CC=CC(=N2)C2[C@H]3CN(C[C@@H]23)CC2=NC3=C(N2CC2=CN=CN2CC)C=C(C=C3)C(=O)O)C=C1)F 2-(((1R,5S,6r)-6-(6-((4-Cyano-2-fluorobenzyl)oxy)pyridin-2-yl)-3-azabicyclo[3.1.0]hexan-3-yl)methyl)-1-((1-ethyl-1H-imidazol-5-yl)methyl)-1H-benzo[d]imidazole-6-carboxylic acid